O1COC2=C1C=CC(=C2)CSC2=NC=1N(C(N(C(C1N2C)=O)C)=O)C 8-((benzo[d][1,3]dioxol-5-ylmethyl)thio)-1,3,7-trimethyl-1H-purine-2,6(3H,7H)-dione